(1r,4r)-N1-(5-chloro-2-(2-methoxyethoxy)benzyl)cyclohexane-1,4-diamine hydrochloride Cl.ClC=1C=CC(=C(CNC2CCC(CC2)N)C1)OCCOC